2,2'-bipyridine-5,5'-dicarboxylic acid potassium [K].N1=C(C=CC(=C1)C(=O)O)C1=NC=C(C=C1)C(=O)O